Disodium (RS)-2-Hydroxy-1,5-pentanedioate O[C@@H](C(=O)[O-])CCC(=O)[O-].[Na+].[Na+] |r|